(4-nitrophenyl) 3-methyl-5-oxo-1-(4-propoxyphenyl)-4H-pyrazole-4-carboxylate CC1=NN(C(C1C(=O)OC1=CC=C(C=C1)[N+](=O)[O-])=O)C1=CC=C(C=C1)OCCC